N1(CCC2(CC1)NCC1=CC=CC=C1C2)C(=O)C2=CC=C(C=C2)C2=NC=NN2C (1,4-dihydro-1'H,2H-spiro[isoquinoline-3,4'-piperidin]-1'-yl)[4-(1-methyl-1H-1,2,4-triazol-5-yl)phenyl]methanone